6-{5-chloro-2-[(oxacyclohex-4-yl)amino]pyrimidin-4-yl}-2-{2-[(3R)-methyl-1,2,3,4-tetrahydroisoquinolin-2-yl]-2-oxoethyl}-2,3-dihydro-1H-isoindol-1-one ClC=1C(=NC(=NC1)NC1CCOCC1)C1=CC=C2CN(C(C2=C1)=O)CC(=O)N1C(C2=CC=CC=C2CC1)C